(R)-1-(5-(trifluoromethyl)-1,3,4-oxadiazol-2-yl)ethylamine FC(C1=NN=C(O1)[C@@H](C)N)(F)F